3-(6-(benzenesulfonyl)-1,6-dihydroimidazo[4,5-d]Pyrrolo[2,3-b]Pyridin-2-yl)piperidine-1-carboxylic acid tert-butyl ester C(C)(C)(C)OC(=O)N1CC(CCC1)C1=NC=2C(=C3C(=NC2)N(C=C3)S(=O)(=O)C3=CC=CC=C3)N1